C(OC1(CCCCC1)C)([O-])=O Methylcyclohexyl carbonate